4-(((3S,4S)-4-(aminomethyl)-4-hydroxy-1-((6-(trifluoromethoxy)pyridin-3-yl)sulfonyl)pyrrolidin-3-yl)oxy)-2-fluorobenzonitrile, Hydrochloride Cl.NC[C@]1([C@H](CN(C1)S(=O)(=O)C=1C=NC(=CC1)OC(F)(F)F)OC1=CC(=C(C#N)C=C1)F)O